BrC=1C=C(C(=NC1N1C[C@@H](CC1)F)F)C=1SC=2C(N(CCC2N1)C=1C=NC=C(C1)Br)=O (R)-2-(5-bromo-2-fluoro-6-(3-fluoropyrrolidin-1-yl)pyridin-3-yl)-5-(5-bromopyridin-3-yl)-6,7-dihydrothiazolo[5,4-c]pyridin-4(5H)-one